9-(2-bromophenyl)-3,6-di-tert-butyl-9H-carbazole BrC1=C(C=CC=C1)N1C2=CC=C(C=C2C=2C=C(C=CC12)C(C)(C)C)C(C)(C)C